O=C1NC(CC[C@@H]1N1C(C2=CC=C(C=C2C1)N1CCN(CC1)CC1CCN(CC1)C1=CC=C(C=C1)[C@@H]1[C@@H](CCCC2=C1C=CC(=C2)C(=O)O)C2=CC=CC=C2)=O)=O (5S,6R)-5-[4-[4-[[4-[2-[(3S)-2,6-dioxo-3-piperidyl]-1-oxo-isoindolin-5-yl]piperazin-1-yl]methyl]-1-piperidyl]phenyl]-6-phenyl-6,7,8,9-tetrahydro-5H-benzo[7]annulene-2-carboxylic acid